2-(5-chloro-1H-indol-3-yl)-N-(6-(4-methylpiperazine-1-yl)benzo[d]thiazol-2-yl)acetamide ClC=1C=C2C(=CNC2=CC1)CC(=O)NC=1SC2=C(N1)C=CC(=C2)N2CCN(CC2)C